tert-butyl (S)-cyclobutyl(1-(6-(2-(methoxymethoxy)-4-(6-methoxypyridazin-4-yl)phenyl)-5-methylpyridazin-3-yl)pyrrolidin-3-yl)carbamate C1(CCC1)N(C(OC(C)(C)C)=O)[C@@H]1CN(CC1)C=1N=NC(=C(C1)C)C1=C(C=C(C=C1)C1=CN=NC(=C1)OC)OCOC